CCNCC.C[C@H]([C@@H](C(=O)NCC(=O)N[C@@H](CC1=CNC2=CC=CC=C21)C(=O)N[C@@H](CCSC)C(=O)N[C@@H](CC(=O)O)C(=O)N[C@@H](CC3=CC=CC=C3)C(=O)N)NC(=O)[C@H](CC4=CC=C(C=C4)OS(=O)(=O)O)NC(=O)[C@H](CC(=O)O)NC(=O)[C@H](CCC(=O)N)NC(=O)[C@@H]5CCC(=O)N5)O The molecule is the diethylamine salt of ceruletide. It has a role as a gastrointestinal drug and a diagnostic agent. It contains a ceruletide.